FC1=C(C=CC(=C1)F)OB(O)O (2,4-difluorophenyl)boric acid